benzyl rac-(4aS,8aR)-1-(4-nitrophenyl)sulfonyl-3,4a,5,7,8,8a-hexahydro-2H-pyrido[3,4-b][1,4]oxazine-6-carboxylate [N+](=O)([O-])C1=CC=C(C=C1)S(=O)(=O)N1[C@H]2[C@@H](OCC1)CN(CC2)C(=O)OCC2=CC=CC=C2 |r|